1,6-bis(cyclohexylsulfonyl-diazomethylsulfonyl)hexaneN C1(CCCCC1)S(=O)(=O)C(S(=O)(=O)C=CCCCCS(=O)(=O)C(=[N+]=[N-])S(=O)(=O)C1CCCCC1)=[N+]=[N-]